CC(C)N1N=CC=2C=NC(=CC21)NC2=NC(=CC(=N2)N2CC(NCC2)C(C)C)N2CCCC2 1-(1-methylethyl)-N-{4-[3-(1-methylethyl)piperazin-1-yl]-6-pyrrolidin-1-ylpyrimidin-2-yl}-1H-pyrazolo[4,3-c]pyridin-6-amine